N-(4-(ethylsulfonyl)-1-methyl-3-(7-(trifluoromethyl)imidazo[1,2-c]pyrimidin-2-yl)-1H-pyrazol-5-yl)-2,2,2-trifluoroacetamide C(C)S(=O)(=O)C=1C(=NN(C1NC(C(F)(F)F)=O)C)C=1N=C2N(C=NC(=C2)C(F)(F)F)C1